FC1=C(C(=C(C(=C1F)F)F)F)OC(C1=CC(=CC(=C1)C(NCCCCN(CCCCCCCCC(OC(CCCCC)CC)=O)CCCCCCCCC(OC(CCCCC)CC)=O)=O)C(NCCCCN(CCCCCCCCC(OC(CCCCC)CC)=O)CCCCCCCCC(=O)OC(CCCCC)CC)=O)=O.BrC[C@@H]1CCC(N1)=O (S)-5-(bromomethyl)pyrrolidin-2-one (2,3,4,5,6-pentafluorophenyl)3,5-bis[4-[bis[9-(1-ethylhexoxy)-9-oxo-nonyl]amino]butylcarbamoyl]benzoate